Ethyl 2-[2-(3,4-difluoro-2-methoxy-phenoxy)-5-fluoro-4-(trifluoromethyl)phenyl]-6-methyl-5-(methylsulfonimidoyl)-4-oxo-1H-pyridine-3-carboxylate FC=1C(=C(OC2=C(C=C(C(=C2)C(F)(F)F)F)C=2NC(=C(C(C2C(=O)OCC)=O)S(=O)(=N)C)C)C=CC1F)OC